[(2,3-dichloro-6-hydroxyphenyl)(3-methylpyridin-4-yl)methyl]azetidine-3-carboxamide ClC1=C(C(=CC=C1Cl)O)C(C1=C(C=NC=C1)C)N1CC(C1)C(=O)N